OC1=CC=C(C=C1)NC(=O)C(=O)NC1=CC=C(C=C1)O N,N'-bis-(4-hydroxy-phenyl)-oxamide